5-(2-(2-(benzyloxy)-4-ethoxyphenyl)-2-oxoethoxy)-2,2-dimethyl-2H-chromen-6-carbaldehyde C(C1=CC=CC=C1)OC1=C(C=CC(=C1)OCC)C(COC1=C2C=CC(OC2=CC=C1C=O)(C)C)=O